C[C@H]1[C@@H]([C@H]([C@H]([C@@H](O1)O[C@@H]2CO[C@H]([C@@H]([C@H]2O)O)OC3=C(C=C(C=C3O)C4=C(C(=O)C5=C(C=C(C=C5O4)O)[O-])O[C@H]6[C@@H]([C@@H]([C@H]([C@@H](O6)C)O)O)O[C@H]7[C@@H]([C@H]([C@@H]([C@H](O7)COC(=O)/C=C/C8=CC(=C(C=C8)O)O)O)O)O[C@H]9[C@@H]([C@@H]([C@H]([C@@H](O9)C)O)O)O)O)O)O)O The molecule is a flavonoid oxoanion resulting from the deprotonation of the hydroxy group at position 7 of the flavonoid moiety of montbretin A. The major species at pH 7.3. It is a conjugate base of a montbretin A.